tert-butyl 3-(7-bromo-6-chloro-2-(((R)-1,1-dimethoxypropan-2-yl)oxy)-8-fluoroquinazolin-4-yl)-3,8-diazabicyclo[3.2.1]octane-8-carboxylate BrC1=C(C=C2C(=NC(=NC2=C1F)O[C@@H](C(OC)OC)C)N1CC2CCC(C1)N2C(=O)OC(C)(C)C)Cl